The molecule is a dihydroxybenzoic acid that is benzoic acid substituted by hydroxy groups at positions 2 and 3. It occurs naturally in Phyllanthus acidus and in the aquatic fern Salvinia molesta. It has a role as a human xenobiotic metabolite and a plant metabolite. It derives from a benzoic acid. It is a conjugate acid of a 2,3-dihydroxybenzoate. C1=CC(=C(C(=C1)O)O)C(=O)O